diisobutyl-2,3-diisopropyl-2-methylsuccinate C(C(C)C)OC(C(C(C(=O)OCC(C)C)C(C)C)(C)C(C)C)=O